C1(=CC=CC=C1)CNCCC1=CC=CC=C1 N-(phenylmethyl)-benzene-ethylamine